O=C1NN=C(C2=CC=CC=C12)C1=CC2=C(NC(=N2)NC(OC(C)(C)C)=O)C=C1 tert-Butyl (5-(4-oxo-3,4-dihydrophthalazin-1-yl)-1H-benzimidazol-2-yl)carbamate